Cl.FC1=CC(=CC2=CN(N=C12)C)C1=CC2=C(C=N1)N=C(S2)N(C2CCNCC2)C 6-(7-fluoro-2-methyl-2H-indazol-5-yl)-N-methyl-N-(piperidin-4-yl)[1,3]thiazolo[4,5-c]pyridin-2-amine hydrochloride